N-(tert-butyl)-6-(1,1-difluoroethyl)-3-methylpyridin-2-amine C(C)(C)(C)NC1=NC(=CC=C1C)C(C)(F)F